CC1=C(C=2C(=NC(C=3N(C2S1)C(=NN3)C)CC(=O)OC(C)(C)C)C3=CC=C(C=C3)C#CCNC)C tert-butyl 2-(2,3,9-trimethyl-4-(4-(3-(methylamino)prop-1-yn-1-yl)phenyl)-6H-thieno[3,2-f][1,2,4]triazolo[4,3-a][1,4]diazepin-6-yl)acetate